7-Acetylpyrrolo[1,2-a]quinoxalin-4(5H)-one C(C)(=O)C=1C=C2NC(C=3N(C2=CC1)C=CC3)=O